Cl.ClC1=CC=C(C=C1)C1=CC=C(N1C1=C(C=CC=C1)C(F)(F)F)C1=CC=C(C(=O)NCCN2CCOCC2)C=C1 4-[5-(4-chlorophenyl)-1-[2-(trifluoromethyl)phenyl]pyrrol-2-yl]-N-(2-morpholinoethyl)benzamide hydrochloride